N-(4-fluoro-3-methylphenyl)-6-(2-((1-hydroxy-2-methylpropan-2-yl)amino)-2-oxoacetyl)-7-methyl-3,4-dihydro-1H-pyrrolo[2,1-c][1,4]oxazine-8-carboxamide FC1=C(C=C(C=C1)NC(=O)C=1C(=C(N2C1COCC2)C(C(=O)NC(CO)(C)C)=O)C)C